3,4-dichloro-5-hydroxy-1-((6-methoxybenzo[d][1,3]dioxol-5-yl)methyl)-1,5-dihydro-2H-pyrrol-2-one ClC=1C(N(C(C1Cl)O)CC1=CC2=C(OCO2)C=C1OC)=O